CN(C=1C(=C(C(=C2C=NNC12)C=1C=CC=2N(C1)C=C(N2)NC(=O)C2C(C2)F)SC)F)C N-(6-(7-(dimethylamino)-6-fluoro-5-(methylthio)-1H-indazol-4-yl)imidazo[1,2-a]pyridin-2-yl)-2-fluorocyclopropane-1-carboxamide